(2S,4R)-1-[(2S)-2-[4-[1-(dimethylsulfamoyl)cyclopropyl]triazol-1-yl]-3,3-dimethyl-butanoyl]-4-hydroxy-N-methyl-pyrrolidine-2-carboxamide CN(S(=O)(=O)C1(CC1)C=1N=NN(C1)[C@H](C(=O)N1[C@@H](C[C@H](C1)O)C(=O)NC)C(C)(C)C)C